C(CC)C1=CC=C(C(=O)NC(C(=O)O)=CC=2NC=CC2)C=C1 2-(4-propylbenzamido)-3-(1H-pyrrol-2-yl)acrylic acid